(6-(4-(2-(trifluoromethoxy)phenyl)piperidin-1-yl)-2-azaspiro[3.4]octan-2-yl)methanone imidazolidine-4-carboxylate N1CNC(C1)C(=O)O.FC(OC1=C(C=CC=C1)C1CCN(CC1)C1CC2(CN(C2)C=O)CC1)(F)F